3-(1-(3-(3,3-difluoropyrrolidin-1-yl)-3-oxopropyl)-1H-indol-5-yl)-1,5,6,7,8,9-hexahydro-2H-cyclohepta[4,5]thieno[2,3-d]pyrimidine-2,4(3H)-dione FC1(CN(CC1)C(CCN1C=CC2=CC(=CC=C12)N1C(NC2=C(C1=O)C1=C(S2)CCCCC1)=O)=O)F